C1(CC1)C1=C(C=C(C(=C1)I)C)N(C(C#CCC)=O)C1=CC=C2C(=N1)C=NN2C2COC2 N-(2-cyclopropyl-4-iodo-5-methylphenyl)-N-[1-(oxetan-3-yl)pyrazolo[4,3-b]pyridin-5-yl]pent-2-ynamide